4-amino-2,6-dimethylpyrimidine NC1=NC(=NC(=C1)C)C